methyl 6-chloro-1-(2-fluorophenyl)-1H-indazole-5-carboxylate ClC1=C(C=C2C=NN(C2=C1)C1=C(C=CC=C1)F)C(=O)OC